FC(C1=NN(C=C1NC(=O)C=1C=NN2C1N=C(C=C2)N2CCN(CC2)C)C2CCC(CC2)CO)F N-(3-(difluoromethyl)-1-((1R,4R)-4-(hydroxymethyl)cyclohexyl)-1H-pyrazol-4-yl)-5-(4-methylpiperazin-1-yl)pyrazolo[1,5-a]pyrimidine-3-carboxamide